CC1N(CCC2=CC=CC=C12)C=O (1-methyl-3,4-dihydroisoquinolin-2(1H)yl)methanone